tert-butyl (2-(4-chloro-1-(phenylsulfonyl)-1H-pyrrolo[2,3-b]pyridin-2-yl)ethyl)carbamate ClC1=C2C(=NC=C1)N(C(=C2)CCNC(OC(C)(C)C)=O)S(=O)(=O)C2=CC=CC=C2